C(#N)C=1C=C(C=NC1)S(=O)(=O)NC(C(F)(F)F)C1=CC(=C(C=C1)F)C 5-cyano-N-(2,2,2-trifluoro-1-(4-fluoro-3-methylphenyl)ethyl)pyridine-3-sulfonamide